ClCC1CCN(CC1)C1=CC=NC=C1 4-(4-(Chloromethyl)piperidin-1-yl)pyridine